COC(=O)C1C(N(N=C(C1)C1=CC=C(C=C1)Cl)C=1C=NC=CC1)=O 6-(4-chlorophenyl)-3-oxo-2-(pyridin-3-yl)-2,3,4,5-tetrahydropyridazine-4-carboxylic acid methyl ester